(5R)-5-(((tert-butyldiphenylsilyl)oxy)methyl)tetrahydrofuran-2-ol [Si](C1=CC=CC=C1)(C1=CC=CC=C1)(C(C)(C)C)OC[C@H]1CCC(O1)O